Methyl-2-(amino)benzoate COC(C1=C(C=CC=C1)N)=O